N,N-dimethyl-iso-butylamine CN(C)CC(C)C